[C@@H]1([C@H](O)[C@H](O)[C@@H](CO)O1)N1C=CC=2C(N)=NC=NC12 7-deaza-adenosine